N[C@H](CCC1=CC=C(C=C1)O)C(=O)O D-Homotyrosine